N[C@H](C(=O)[O-])CCC1=CC=C(C=C1)C1=C(C(=NC=C1)C)C (S)-2-AMINO-3-(4-(2,3-DIMETHYLPYRIDIN-4-YL)PHENYL)METHYLPROPIONAT